Cl.O=C1NC(CCC1N1C(C2=CC=C(C=C2C1=O)N1CCNCC1)=O)=O 2-(2,6-Dioxopiperidin-3-yl)-5-(piperazin-1-yl)isoindoline-1,3-dione hydrochloride salt